2-[[5-[3-[1-[(3,3-Difluorocyclobutyl)methyl]pyrazol-4-yl]-5-methyl-quinoxalin-6-yl]oxy-2-methyl-benzimidazol-1-yl]methoxy]ethyl-trimethyl-silane FC1(CC(C1)CN1N=CC(=C1)C=1C=NC2=CC=C(C(=C2N1)C)OC1=CC2=C(N(C(=N2)C)COCC[Si](C)(C)C)C=C1)F